tert-butyl (1-(4-(2,6-bis(benzyloxy)pyridin-3-yl)phenyl)piperidin-4-yl)carbamate C(C1=CC=CC=C1)OC1=NC(=CC=C1C1=CC=C(C=C1)N1CCC(CC1)NC(OC(C)(C)C)=O)OCC1=CC=CC=C1